tert-butyl (S)-2-(methylsulfonamidomethyl)morpholine-4-carboxylate CS(=O)(=O)NC[C@@H]1CN(CCO1)C(=O)OC(C)(C)C